2-[({[2'-({[4-(Methylsulfanyl)phenyl]carbamoyl}oxy)-1,1'-binaphthyl-2-yl]oxy}carbonyl)amino]ethyl acrylate C(C=C)(=O)OCCNC(=O)OC1=C(C2=CC=CC=C2C=C1)C1=C(C=CC2=CC=CC=C12)OC(NC1=CC=C(C=C1)SC)=O